[Na].NCCNCCC(=O)O N-(2-aminoethyl)-β-Alanine sodium